2-(difluoromethyl)-5-(6-((4-(3-(1-methylpiperidin-4-yl)phenyl)-1H-1,2,3-triazol-1-yl)methyl)pyridin-3-yl)-1,3,4-oxadiazole FC(C=1OC(=NN1)C=1C=NC(=CC1)CN1N=NC(=C1)C1=CC(=CC=C1)C1CCN(CC1)C)F